C(#N)C1=CC=C(C=C1)NC=1N=C(C2=C(N1)CCNC2)OC2=C(C=C(C#N)C=C2C)C 4-((2-((4-cyanophenyl)amino)-5,6,7,8-tetrahydropyrido[4,3-d]pyrimidin-4-yl)oxy)-3,5-dimethylbenzonitrile